C(=O)(O)C=1C=C(C=CC1C(=O)O)C(C)(C)C1=CC=C(C=C1)C(C)(C)C1=CC(=C(C=C1)C(=O)O)C(=O)O 1,4-bis[2-(3,4-dicarboxyphenyl)-2-propyl]benzene